ClC1=CC=C(C=N1)NC1=NC=CC2=CC(=CC=C12)O[C@H](C)C=1C(=NN(C1)C)C (R)-N-(6-chloropyridin-3-yl)-6-(1-(1,3-dimethyl-1H-pyrazol-4-yl)ethoxy)isoquinolin-1-amine